ClC1=C(C=C2C(=C(NC2=C1)C1=NC(=NN1)C(F)(F)F)N1C=NC=C1)OC 6-chloro-3-(1H-imidazol-1-yl)-5-methoxy-2-(3-(trifluoromethyl)-1H-1,2,4-triazol-5-yl)-1H-indole